methyl 2-((tert-butoxycarbonyl) amino)-7-((3'-chloro-2'-fluoro-[1,1'-biphenyl]-2-yl) oxy)-1,2,3,4-tetrahydronaphthalene-2-carboxylate C(C)(C)(C)OC(=O)NC1(CC2=CC(=CC=C2CC1)OC1=C(C=CC=C1)C1=C(C(=CC=C1)Cl)F)C(=O)OC